FC(N1C2=C(C=3C=CC(=CC13)C=1C=C(C(=NC1)N1CCC(CC1)C(C)(C)N1CCN(CC1)C=1C=C3C(N(C(C3=CC1)=O)C1C(NC(CC1)=O)=O)=O)F)C=NC=C2)F 5-(4-(2-(1-(5-(5-(difluoromethyl)-5H-pyrido[4,3-b]indol-7-yl)-3-fluoropyridin-2-yl)piperidin-4-yl)propan-2-yl)piperazin-1-yl)-2-(2,6-dioxopiperidin-3-yl)isoindoline-1,3-dione